methyl 2-(2-(2-((tert-butoxycarbonyl)amino)ethyl)phenyl)acetate C(C)(C)(C)OC(=O)NCCC1=C(C=CC=C1)CC(=O)OC